2-AMINOTHIAZOLE-4-CARBOXYLIC ACID NC=1SC=C(N1)C(=O)O